C(C1=CC=C(C(=O)OF)C=C1)(=O)OF difluoro terephthalate